tert-butyl (R)-3-((7-methoxy-4-((4-methoxy-3'-(2-oxo-4-phenyloxazolidin-3-carboxamido)-[1,1'-biphenyl]-3-yl)amino)quinazolin-6-yl)oxy)azetidin-1-carboxylate COC1=C(C=C2C(=NC=NC2=C1)NC=1C=C(C=CC1OC)C1=CC(=CC=C1)NC(=O)N1C(OC[C@H]1C1=CC=CC=C1)=O)OC1CN(C1)C(=O)OC(C)(C)C